7-Chloro-5-(2-phenyl-1H-pyrrolo[2,3-b]pyridin-4-yl)-1H-indazol-3-amine ClC=1C=C(C=C2C(=NNC12)N)C1=C2C(=NC=C1)NC(=C2)C2=CC=CC=C2